(R)-2-hydroxy-N-(4-nitrophenyl-ethyl)-2-phenylacetamide O[C@@H](C(=O)NCCC1=CC=C(C=C1)[N+](=O)[O-])C1=CC=CC=C1